4-(3-(2,6-dimethylphenyl)-7-((5-(hydroxymethyl)-2-methoxy-4-(4-methylpiperazin-1-yl)phenyl)amino)-2-oxo-3,4-dihydropyrimido[4,5-d]pyrimidin-1(2H)-yl)butanoic acid CC1=C(C(=CC=C1)C)N1C(N(C2=NC(=NC=C2C1)NC1=C(C=C(C(=C1)CO)N1CCN(CC1)C)OC)CCCC(=O)O)=O